CC1=NC=CC(=C1)C[C@H]1C[C@@H](N(C1=O)C(=O)OC(C)(C)C)C(=O)OCC1=CC=CC=C1 2-Benzyl 1-(tert-butyl) (2R,4S)-4-((2-methylpyridin-4-yl)methyl)-5-oxopyrrolidine-1,2-dicarboxylate